C1OCC12CC(C2)NC2=NC=C1N=C(N(C1=N2)C2CCC(CC2)C(=O)N)NC2=C(C=CC=C2Cl)Cl (1s,4s)-4-(2-(2-oxaspiro[3.3]heptan-6-ylamino)-8-(2,6-dichlorophenylamino)-9H-purin-9-yl)cyclohexanecarboxamide